Cl.Cl.N[C@H](CNC(=O)C=1NC2=CC(=CC=C2C1)C1=CC(=C(C=C1)F)F)CCCN (S)-N-(2,5-diaminopentyl)-6-(3,4-difluorophenyl)-1H-indole-2-carboxamide dihydrochloride